S(=O)(=O)(O)C1=CC=C(C)C=C1.C(=C)N1CN(C=C1)C 1-vinyl-3-methylimidazole tosylate